[4,4-dimethyl-1-(2H-tetraazol-5-yl)pentyl]-1,3,7-triaza-4-naphthylamine CC(CCC(C=1N=NNN1)NC1=NC=NC2=CN=CC=C12)(C)C